5-[1-(tert-butoxycarbonylamino)-1-oxo-1,4-thiazinan-4-yl]cinnoline-8-carboxylic acid C(C)(C)(C)OC(=O)NS1(CCN(CC1)C1=C2C=CN=NC2=C(C=C1)C(=O)O)=O